5-(4-Bromo-3-methoxyphenyl)-2-tert-butyl-4-ethoxyformylisoxazole perchlorate Cl(=O)(=O)(=O)O.BrC1=C(C=C(C=C1)C1=C(CN(O1)C(C)(C)C)C(=O)OCC)OC